NC1=NC=NC=2N(C3=C(C=C(C=C3C21)C2=CC(=CC=C2)OC)C)CC(=O)O 2-(4-amino-6-(3-methoxyphenyl)-8-methyl-9H-pyrimido[4,5-b]indol-9-yl)acetic acid